BrC1=C(C=CC=C1)C1=C(C(NC(=C1)C1=CC=CC=C1)=O)NC(C)=O N-(4-(2-bromophenyl)-2-oxo-6-phenyl-1,2-dihydropyridin-3-yl)acetamide